FC1=C(C=C(C=C1)OC(F)(F)F)NC(OC1CN(C1)C1=CC(=C(C(=C1)F)C1C(NC(CC1)=O)=O)F)=O 1-(4-(2,6-dioxopiperidin-3-yl)-3,5-difluorophenyl)azetidin-3-yl (2-fluoro-5-(trifluoromethoxy)phenyl)carbamate